10-(2-(dimethylamino)ethyl)nonadecanoic acid (Z)-non-2-en-1-yl ester C(\C=C/CCCCCC)OC(CCCCCCCCC(CCCCCCCCC)CCN(C)C)=O